C(C)(C)(C)OC(NC1CC2(C1)CCNCC2)=O N-(7-azaspiro[3.5]non-2-yl)carbamic acid tert-butyl ester